2-(5-bromo-2-oxo-2,3-dihydro-1H-indol-1-yl)propanamide BrC=1C=C2CC(N(C2=CC1)C(C(=O)N)C)=O